(4-ethoxyphenyl)methanamine C(C)OC1=CC=C(C=C1)CN